OC1=C(C=C(C=C1)CCC(C)=O)OC 4-(4-hydroxyl-3-methoxyphenyl)butan-2-one